ClC1=NC=C(C(=N1)NC1=CC=C(C=C1)OC1=CC=CC=C1)C(=O)N(C)OC 2-chloro-N-methoxy-N-methyl-4-(4-phenoxyanilino)pyrimidine-5-carboxamide